C(C1=CC=CC=C1)N1C(N(C(C12CCN(CC2)C(=O)OC(C)(C)C)=O)C2=NC=CC(=C2)C(F)(F)F)=O tert-butyl 1-benzyl-2,4-dioxo-3-(4-(trifluoromethyl)pyridin-2-yl)-1,3,8-triazaspiro[4.5]decane-8-carboxylate